hydroxyethylidenebisphosphonic acid, tetrasodium salt [Na+].[Na+].[Na+].[Na+].OCC(P([O-])([O-])=O)P([O-])([O-])=O